C(=O)O.COC1=CC=2C3=C(C(=NC2C=C1OCCCN1CCCC1)NC1(CC1)C(=O)O)CCC3 1-({8-methoxy-7-[3-(pyrrolidin-1-yl)propoxy]-1H,2H,3H-cyclopenta[c]quinolin-4-yl}amino)cyclopropane-1-carboxylic acid formate